5-(2-hydroxyethoxy)-3-isopropyl-2-(8-methyl-[1,2,4]triazolo[1,5-a]pyridin-6-yl)-1H-indole-1-carboxylic acid tert-butyl ester C(C)(C)(C)OC(=O)N1C(=C(C2=CC(=CC=C12)OCCO)C(C)C)C=1C=C(C=2N(C1)N=CN2)C